9-(2-deoxy-2,4-difluoro-2-C-methyl-β-D-ribofuranosyl)-6-ethoxy-2-(monomethoxytritylamino)purine F[C@]1([C@@H](O[C@@]([C@H]1O)(CO)F)N1C2=NC(=NC(=C2N=C1)OCC)N(C(C1=CC=CC=C1)(C1=CC=CC=C1)C1=CC=CC=C1)OC)C